C(C)(C)(C)OC(=O)N[C@@H](C(=O)OC)CCC(CC1=CC=C(C=C1)OC)=O (R)-methyl 2-((tert-butoxycarbonyl) amino)-6-(4-methoxyphenyl)-5-oxohexanoate